[N-](S(=O)(=O)C(F)(F)F)S(=O)(=O)C(F)(F)F.P([O-])([O-])(O)=S.C(C)[N+]1(CCCCC1)C.C(C)[N+]1(CCCCC1)C.C(C)[N+]1(CCCCC1)C tris(N-ethyl-N-methylpiperidinium) phosphorothioate bis(trifluoromethylsulfonyl)imide salt